(1S,2R,4S) and (1R,2S,4R)-4-(tert-butoxycarbonylamino)-2-ethyl-1-methylcyclopentanecarboxylic acid C(C)(C)(C)OC(=O)N[C@H]1C[C@H]([C@](C1)(C(=O)O)C)CC |r|